C1(CC1)C1=CC=2N=C3N(CCN(C3)C(CCOCCC)=O)C2N=C1 1-(3-(3-cyclopropyl-8,9-dihydropyrido[3',2':4,5]imidazo[1,2-a]pyrazin-7(6H)-yl)-3-oxopropoxy)propan